tert-butyl 4-[4-[2-[3-[4-(ethylsulfonylamino)-2-(6-methyl-7-oxo-1H-pyrrolo[2,3-c]pyridin-4-yl)phenoxy] phenoxy]ethoxy]-1-piperidyl]benzoate C(C)S(=O)(=O)NC1=CC(=C(OC=2C=C(OCCOC3CCN(CC3)C3=CC=C(C(=O)OC(C)(C)C)C=C3)C=CC2)C=C1)C=1C2=C(C(N(C1)C)=O)NC=C2